4-methyl-4-(methylamino)-8-(1H-pyrazol-4-yl)-1,3,4,5-tetrahydro-6H-pyrano[4,3-b]thieno[3,2-d]pyridin-6-one CC1(COCC2=C1NC(C1=C2C=C(S1)C=1C=NNC1)=O)NC